O=C1NC(CCC1N1C(C2=CC=C(C=C2C1=O)C#CCCCO)=O)=O 2-(2,6-dioxopiperidin-3-yl)-5-(5-hydroxypent-1-yn-1-yl)isoindoline-1,3-dione